trichloro(3,3,3-trifluoropropyl)silane Cl[Si](CCC(F)(F)F)(Cl)Cl